CN(C(=O)C=1C=NN2C1CN(CC2)C(=O)C=2NC1=CC=C(C(=C1C2)C)F)C2(CC2)C2=CC=C(C(=O)O)C=C2 4-{1-[N-methyl-5-(5-fluoro-4-methyl-1H-indole-2-carbonyl)-4H,5H,6H,7H-pyrazolo[1,5-a]pyrazine-3-amido]cyclopropyl}benzoic acid